N-(4-([1,2,4]triazolo[1,5-a]pyridin-7-yloxy)-3-methylphenyl)-5-((8-(2,2-difluoroethyl)-8-azabicyclo[3.2.1]octan-3-yl)oxy)quinazolin-4-amine N=1C=NN2C1C=C(C=C2)OC2=C(C=C(C=C2)NC2=NC=NC1=CC=CC(=C21)OC2CC1CCC(C2)N1CC(F)F)C